C1(=CC=CC=C1)C(N1CCN(CC1)C(=O)C=1C=NC2=CC=CC=C2C1)C1=CC=CC=C1 3-[4-(diphenylmethyl)piperazine-1-carbonyl]quinoline